Cyanomethyl 2-iodobenzoate IC1=C(C(=O)OCC#N)C=CC=C1